C1(CCN1)=O propiolactam